(5S)-3-bromo-5-[3-[3-(trifluoromethyl)phenoxy]phenyl]-4,5-dihydroisoxazole BrC1=NO[C@@H](C1)C1=CC(=CC=C1)OC1=CC(=CC=C1)C(F)(F)F